4-chloro-N-(3'-(difluoromethoxy)-4,5'-difluoro-[1,1'-biphenyl]-3-yl)benzenesulfonamide ClC1=CC=C(C=C1)S(=O)(=O)NC=1C=C(C=CC1F)C1=CC(=CC(=C1)F)OC(F)F